di(t-butoxy)phenylvinylsilane C(C)(C)(C)O[SiH](C=CC1=CC=CC=C1)OC(C)(C)C